C(CCCCCCCC)(=O)OC[C@@H](OO)COP(=O)([O-])OCC[N+](C)(C)C 1-nonanoyl-2-hydroxy-sn-glycero-3-phosphocholine